C(#N)C1=CC(=C(C=C1)COC=1SC=C(N1)C=1C=NN(C1)CC(=O)OCC)F ethyl 2-[4-[2-[(4-cyano-2-fluoro-phenyl)methoxy]thiazol-4-yl]pyrazol-1-yl]acetate